C(C)[Si](O[Si](CCC)(C)C)(CC)CC 1,1,1-triethyl-3,3-dimethyl-3-propyldisiloxane